[Cl-].[Mg+2].[K+].[Cl-].[Cl-] potassium magnesium chloride salt